FC1(C(C1)C1=C(C(=C(C(=O)N)C=C1)OC)C1C(C1)(F)F)F bis(2,2-difluorocyclopropyl)-2-methoxybenzamide